CC1=NC(=CC(=N1)NC1=NC=C(C(=O)NOCC)C(=C1)NC1=C(C=C(C=C1)C(F)(F)F)N(S(=O)(=O)C)C)C 6-((2,6-Dimethylpyrimidin-4-yl)amino)-N-ethoxy-4-((2-(N-methylmethanesulfonamido)-4-(trifluoromethyl)Phenyl)amino)nicotinamide